(R)-N-((R)-1-(4-(bicyclo[2.2.2]octan-1-ylmethoxy)phenyl)-2-methoxy-2-methylpropyl)-3-hydroxy-2-phenylpropanamide C12(CCC(CC1)CC2)COC2=CC=C(C=C2)[C@H](C(C)(C)OC)NC([C@@H](CO)C2=CC=CC=C2)=O